FC(C=1C=C(C=CC1)N1CCN(CC1)S(=O)(=O)C1=CC=C(C=C1)NC(=O)C1=C(C=CC=C1)CC(=O)OC)(F)F Methyl 2-(2-((4-((4-(3-(trifluoromethyl)phenyl)piperazin-1-yl)sulfonyl)phenyl)carbamoyl) phenyl)acetate